2,5-dilithiothiophene [Li]C=1SC(=CC1)[Li]